N-{1-[5-(1H-indol-4-yl)-thiophen-2-yl]-ethyl}-6,7-dimethoxy-2-methylquinazolin-4-amine N1C=CC2=C(C=CC=C12)C1=CC=C(S1)C(C)NC1=NC(=NC2=CC(=C(C=C12)OC)OC)C